N-{4-[7-(5-chloro-2-fluorophenyl)-1H,2H,3H-pyrido[3,4-b][1,4]oxazin-1-yl]pyridin-2-yl}-3-(4-methylpiperazin-1-yl)propanamide ClC=1C=CC(=C(C1)C1=CC2=C(OCCN2C2=CC(=NC=C2)NC(CCN2CCN(CC2)C)=O)C=N1)F